(1-methyl-5-oxopyrrolidin-2-yl)-1-phenylquinoxalin-2(1H)-one CN1C(CCC1=O)C=1C(N(C2=CC=CC=C2N1)C1=CC=CC=C1)=O